C(C)C1=CC(=C(C=C1)\N=C\C1=C(C=CC(=C1)I)O)O (E)-2-(((4-ethyl-2-hydroxyphenyl)imino)methyl)-4-iodophenol